2,6-difluoro-3-nitro-benzoic acid FC1=C(C(=O)O)C(=CC=C1[N+](=O)[O-])F